C1(CCCCC1)N(C1=CC=2C3(C4=CC=C(C=C4OC2C=C1)N(CC)CC)OC(C1=CC=CC=C13)=O)CC1=CC=CC=C1 2'-[cyclohexyl-(benzyl)amino]-6'-(diethylamino)-spiro[isobenzofuran-1(3H),9'-[9H]xanthene]-3-one